O=C1N(C(C=C1)=O)CCC(NCCOCCOCCOCCOCCC(=O)N[C@@H](C(C)C)C(=O)N[C@@H](CCCNC(N)=O)C(=O)O)=O N-[19-(2,5-Dioxo-2,5-dihydro-1H-pyrrol-1-yl)-17-oxo-4,7,10,13-tetraoxa-16-azanonadecane-1-oyl]-L-valyl-N5-carbamoyl-L-ornithine